BrC=1C=NN2C1N=C(C=C2N(C(OC(C)(C)C)=O)CC2CC2)Cl tert-butyl (3-bromo-5-chloropyrazolo[1,5-a]pyrimidin-7-yl)(cyclopropylmethyl)carbamate